5,5-Dimethyl-3-methylenpyrrolidin-2-on CC1(CC(C(N1)=O)=C)C